Oxaadamantane C12OC3CC(CC(C1)C3)C2